FC1([C@@H]([C@@H](N(C1)C(=O)[C@H]1OCC1)CC=1C(=C(C=CC1)C1=CC(=CC(=C1)F)F)F)NS(N(C)C)(=O)=O)F.[Mn+2] manganese(II) N'-{(2S,3R)-4,4-difluoro-1-[(2S)-oxetane-2-carbonyl]-2-[(2,3',5'-trifluoro[1,1'-biphenyl]-3-yl)methyl]pyrrolidin-3-yl}-N,N-dimethylsulfuric diamide